bromo-[4-chloro-3-[(4-ethoxyphenyl)methyl]phenyl]magnesium Br[Mg]C1=CC(=C(C=C1)Cl)CC1=CC=C(C=C1)OCC